(S,E)-(3-(2-(thiophen-2-yl)vinyl)-1H-pyrazol-1-yl)methyl 2-((tert-butoxycarbonyl)amino)propanoate C(C)(C)(C)OC(=O)N[C@H](C(=O)OCN1N=C(C=C1)\C=C\C=1SC=CC1)C